IC1=CC(=C(C(=O)NNC(=O)C2=NC=NC(=C2)C)C=C1)N1CCC2(CC2)CC1 N'-(4-iodo-2-(6-azaspiro[2.5]oct-6-yl)benzoyl)-6-methylpyrimidine-4-carbohydrazide